C(C)[C@@H]1CC[C@H](CC1)OC=1C=C2C=CC(=CC2=CC1)CN1CCCCC1 1-((6-(trans-4-Ethylcyclohexyloxy)naphthalen-2-yl)methyl)piperidin